(R)-N-(6-methoxy-2-methylpyrazolo[1,5-a]pyridin-5-yl)-5-(3-(methylamino)pyrrolidin-1-yl)pyrazine-2-carboxamide COC=1C(=CC=2N(C1)N=C(C2)C)NC(=O)C2=NC=C(N=C2)N2C[C@@H](CC2)NC